COC(=O)C1N=C(OC1)C=1C=NC=2N(C1NC1=CC(=C(C=C1)OC1=CC3=C(N(C=N3)C)C=C1)C)N=CC2 2-(7-((3-methyl-4-((1-methyl-1H-benzimidazol-5-yl)oxy)phenyl)amino)pyrazolo[1,5-a]pyrimidin-6-yl)-4,5-dihydrooxazole-4-carboxylic acid methyl ester